FC1=C(OC2CC3(C2)CCN(CC3)C(=O)OC(C)(C)C)C=CC(=C1)C(F)(F)F tert-butyl 2-[2-fluoro-4-(trifluoromethyl)phenoxy]-7-azaspiro[3.5]nonane-7-carboxylate